2-Amino-4-[1-[(4-methoxyphenyl)methyl]-4-[[2-(2-morpholinoethoxy)phenyl]methyl]pyrazol-3-yl]-1H-pyrimidin-6-one NC=1NC(C=C(N1)C1=NN(C=C1CC1=C(C=CC=C1)OCCN1CCOCC1)CC1=CC=C(C=C1)OC)=O